CN1C(CCC2=CC(=CC=C12)C=1C=NC=C(C1)O[C@@H]1CN(CC1)C(CC)=O)=O 1-Methyl-6-[5-((S)-1-propionyl-pyrrolidin-3-yloxy)-pyridin-3-yl]-3,4-dihydro-1H-quinolin-2-one